5-[4-amino-5-(trifluoromethyl)pyrrolo[2,1-f][1,2,4]triazin-7-yl]-N-[(3R,4S)-4-fluoro-1-[(2S)-2-hydroxy-4-methylpentanoyl]pyrrolidin-3-yl]-2-methoxy-pyridine-3-carboxamide NC1=NC=NN2C1=C(C=C2C=2C=C(C(=NC2)OC)C(=O)N[C@@H]2CN(C[C@@H]2F)C([C@H](CC(C)C)O)=O)C(F)(F)F